C(CCCCCCCCCCCCCCCCCCC)(=O)N[C@@H](CC1=CC=CC=C1)C(=O)O N-arachidoyl-phenylalanine